2-[6-[[4-methylsulfonyl-3-(trifluoromethyl)phenyl]methyl]-2-azaspiro[3.3]heptane-2-carbonyl]-8-oxa-2,5-diazaspiro[3.5]nonan-6-one CS(=O)(=O)C1=C(C=C(C=C1)CC1CC2(CN(C2)C(=O)N2CC3(C2)NC(COC3)=O)C1)C(F)(F)F